Methyl 2-(4-fluoro-2,6-dimethylbenzoyl)-3-(4-((1-(3-fluoropropyl)azetidin-3-yl)amino)phenoxy)benzo[b]thiophene-6-carboxylate FC1=CC(=C(C(=O)C2=C(C3=C(S2)C=C(C=C3)C(=O)OC)OC3=CC=C(C=C3)NC3CN(C3)CCCF)C(=C1)C)C